BrC=1C=CC(=NC1)C(C(F)(F)F)NCCO 2-((1-(5-Bromopyridin-2-yl)-2,2,2-trifluoroethyl)amino)ethan-1-ol